3-(((9Z,12Z)-octadeca-9,12-dienoyl)oxy)-2-((((3as,6as)-octahydro-2,5-methanopentalene-3a-carbonyl)oxy)methyl)propyl 1'-ethyl-[1,4'-bipiperidine]-4-carboxylate C(C)N1CCC(CC1)N1CCC(CC1)C(=O)OCC(COC(CCCCCCC\C=C/C\C=C/CCCCC)=O)COC(=O)C12CC3CC2CC(C1)C3